NCCNCCO N-Aminoethyl-ethanolamine